(1S,2R,4S)-2-(hydroxymethyl)-2-(methoxymethyl)-4-(pyridin-4-yl)quinuclidin-3-one OC[C@@]1(N2CCC(C1=O)(CC2)C2=CC=NC=C2)COC